2-(3'-((3r,5r,7r)-adamantan-1-yl)-2'-methoxy-5'-methyl-[1,1'-biphenyl]-2-yl)-6-(3'-((1r,3r)-adamantan-2-yl)-2'-methoxy-5'-methyl-[1,1'-biphenyl]-2-yl)pyridine C12(CC3CC(CC(C1)C3)C2)C=2C(=C(C=C(C2)C)C2=C(C=CC=C2)C2=NC(=CC=C2)C2=C(C=CC=C2)C2=C(C(=CC(=C2)C)C2C3CC1CC(CC2C1)C3)OC)OC